CN(C(=O)C=1C=C(C=CC1)C(CC(=O)O)N1N=CC2=C(C=CC=C12)OCCC1=NC=2NCCCC2C=C1)C 3-(3-(Dimethylcarbamoyl)phenyl)-3-(4-(2-(5,6,7,8-tetrahydro-1,8-naphthyridin-2-yl)ethoxy)-1H-indazol-1-yl)propanoic acid